FC=1C=CC2=C(CCO2)C1CNC1=NC=C(C=2N1C=NN2)C=2C=1N(C=C(C2)C#N)N=CN1 8-(5-(((5-fluoro-2,3-dihydrobenzofuran-4-yl)methyl)amino)-[1,2,4]triazolo[4,3-c]pyrimidin-8-yl)-[1,2,4]triazolo[1,5-a]pyridine-6-carbonitrile